NC1=CC(=C(C(=C1)F)N1C(C2=CC=C(C=C2C(=C1)C1CC1)N1N=C(N(C1=O)CC)COCC1=CC=CC=C1)=O)Cl (4-amino-2-chloro-6-fluorophenyl)-6-(3-((benzyloxy)methyl)-4-ethyl-5-oxo-4,5-dihydro-1H-1,2,4-triazol-1-yl)-4-cyclopropylisoquinolin-1(2H)-one